1-(3,4-difluorophenyl)-6-(5-(3,5-dimethylisoxazol-4-yl)-1-(4-methoxyphenyl)-1H-benzo[d]imidazol-2-yl)piperidin-2-one FC=1C=C(C=CC1F)N1C(CCCC1C1=NC2=C(N1C1=CC=C(C=C1)OC)C=CC(=C2)C=2C(=NOC2C)C)=O